COC1CCN(CC1)C(=O)C1=CC=C2N=CC(=NC2=C1)C=1C=C2C=CN(C(C2=CC1)=O)C 6-(7-((4-methoxy-1-piperidinyl)carbonyl)-2-quinoxalinyl)-2-methyl-1(2H)-isoquinolinone